ClC=1C=C2C(=NC(=NC2=CC1)C)N1CC=2C=C(C=NC2CC1)N1C2=C(OCC1)N=CC=C2 1-[6-(6-chloro-2-methyl-quinazolin-4-yl)-7,8-dihydro-5H-1,6-naphthyridin-3-yl]-2,3-dihydropyrido[2,3-b][1,4]oxazine